C(\C=C\C(=O)O)(=O)O.FC(C(C(F)(F)F)OC(=O)N1CCN(CC1)CC1=C(C=C(C=C1)C(F)(F)F)N1CCCC1)(F)F 4-(2-(pyrrolidin-1-yl)-4-(trifluoromethyl)benzyl)piperazine-1-carboxylic acid 1,1,1,3,3,3-hexafluoropropan-2-yl ester fumarate